1-(6-amino-4-methylpyridin-2-yl)hexahydropyrrolo[3,4-b]pyrrole-5(1H)-carboxylic acid tert-butyl ester C(C)(C)(C)OC(=O)N1CC2N(CCC2C1)C1=NC(=CC(=C1)C)N